2-(4-benzyl-piperidin-1-yl)ethanamine 2HCl salt Cl.Cl.C(C1=CC=CC=C1)C1CCN(CC1)CCN